OC[C@H]1N(CCN(C1)C(=O)OC(C)(C)C)C(=O)OCC1=CC=CC=C1 (s)-1-benzyl 4-tert-butyl 2-(hydroxymethyl)piperazine-1,4-dicarboxylate